OCCN1C(CCC1)=O N-(2'-HYDROXYETHYL)-2-PYRROLIDONE